NC1=C(N=CC(=N1)N1CCC2(CC1)[C@@H](C1CCC1C2)N)SC2=C(C(=NC=C2)N)Cl (2R)-1'-(6-amino-5-((2-amino-3-chloropyridin-4-yl)thio)pyrazin-2-yl)spiro[bicyclo[3.2.0]heptane-3,4'-piperidin]-2-amine